[2-[4-[imidazole-1-carbonyl-[4-[2-(2-methyloctanoyloxy)-1-(2-methyloctanoyloxy methyl) ethoxy]-4-oxo-butyl] amino] butanoyloxy]-3-(2-methyloctanoyloxy) propyl] 2-methyloctanoate CC(C(=O)OCC(COC(C(CCCCCC)C)=O)OC(CCCN(CCCC(=O)OC(COC(C(CCCCCC)C)=O)COC(C(CCCCCC)C)=O)C(=O)N1C=NC=C1)=O)CCCCCC